[1,3-bis[2,6-bis(isopropyl)phenyl]-2-imidazolidinylidene]difluoromethylsilver(I) C(C)(C)C1=C(C(=CC=C1)C(C)C)N1C(N(CC1)C1=C(C=CC=C1C(C)C)C(C)C)=[Ag-2]C(F)F